1-((3R,4S)-4-((4-(2,2-difluoroethoxy)-5-(quinolin-6-yl)pyrrolo[2,1-f][1,2,4]triazin-2-yl)amino)-3-fluoropiperidin-1-yl)ethan-1-one FC(COC1=NC(=NN2C1=C(C=C2)C=2C=C1C=CC=NC1=CC2)N[C@@H]2[C@@H](CN(CC2)C(C)=O)F)F